C(C)N1CC(CC1)CC=1NC2=C(C(=NC=3C=C(C=CC23)N2N=CC=C2)N)N1 2-((1-Ethylpyrrolidin-3-yl)methyl)-7-(1H-pyrazol-1-yl)-1H-imidazo[4,5-c]quinolin-4-amine